BrC1=C(C=C2CCN(C(C2=C1)CO)C)OC (7-bromo-6-methoxy-2-methyl-1,2,3,4-tetrahydroisoquinolin-1-yl)methanol